FC=1C=C2C(=NC1C=O)NC=C2 5-FLUORO-1H-PYRROLO[2,3-B]PYRIDINE-6-CARBALDEHYDE